C(C1=CN=CC=C1)(=O)OC1=C(C(=CC(=C1)Cl)C=NC1=C(C=C(C=C1)Cl)Cl)O 5-chloro-3-((2,4-dichloro-phenylimino)meth-yl)-2-hydroxyphenyl nicotinate